CC(CO)CC(C=CC)C 2,4-dimethyl-5-hepten-1-ol